bis(4-fluorophenyl)phenylsulfonium chloride [Cl-].FC1=CC=C(C=C1)[S+](C1=CC=CC=C1)C1=CC=C(C=C1)F